(1r,2s,5s)-6,6-dimethyl-3-(2-(3-methylisoxazol-5-yl)acetyl)-3-azabicyclo[3.1.0]hexane-2-carboxylic acid CC1([C@H]2CN([C@@H]([C@@H]12)C(=O)O)C(CC1=CC(=NO1)C)=O)C